C(C)(C)(C)C1=NC(=NC=C1B1OC(C(O1)(C)C)(C)C)NCCOC tert-butyl-N-(2-methoxyethyl)-5-(tetramethyl-1,3,2-dioxaborolan-2-yl)pyrimidine-2-amine